CCCCCCCCCCCCCCCC(=O)OC[C@H](COP(=O)(O)OC1[C@@H]([C@H](C([C@H]([C@H]1O)O)O)O)O)OC(=O)CCCCCCC/C=C\\CCCCCCCC The molecule is a 1-hexadecanoyl-2-acyl-sn-glycero-3-phospho-1D-myo-inositol in which the 2-acyl group is specified as 9Z-octadecenoyl (oleoyl). It is a conjugate acid of a 1-hexadecanoyl-2-(9Z-octadecenoyl)-sn-glycero-3-phospho-D-myo-inositol(1-).